N1C(=CC2=CC=CC=C12)CC(CCCC)NC(=O)C=1SC2=C(C1)C=CC(=C2)N2CCC1(CN(C1)C1CCN(CC1)C)CC2 N-[1-(1H-indol-2-yl)hexane-2-yl]-6-[2-(1-methylpiperidin-4-yl)-2,7-diazaspiro[3.5]nonane-7-yl]-1-benzothiophene-2-carboxamide